C(C)N1CCCCCC1 ethylazepan